C1=CC(=CC=C1/C=C\\C2=C3[C@H]([C@H](OC3=CC(=C2)O)C4=CC=C(C=C4)O)C5=CC(=CC(=C5)O)O)O The molecule is a stilbenoid that is the (2S,3R)-cis-stereoisomer of epsilon-viniferin, obtained by cyclodimerisation of cis-resveratrol. It is a member of 1-benzofurans, a polyphenol and a stilbenoid. It derives from a cis-resveratrol. It is an enantiomer of a (2R,3S)-cis-epsilon-viniferin.